5-(3-chlorobicyclo[1.1.1]pentan-1-yl)-2,2-dimethyl-5-oxovaleraldehyde ClC12CC(C1)(C2)C(CCC(C=O)(C)C)=O